[Si](C)(C)(C(C)(C)C)OCCN1CCC=2C=C(N=CC2C1)C(=O)[O-].[Li+] lithium 7-(2-((tert-butyldimethylsilyl)oxy)ethyl)-5,6,7,8-tetrahydro-2,7-naphthyridine-3-carboxylate